C(C1=CC=CC=C1)OC(=O)NC(C(=O)[O-])CI 2-[[(benzyloxy)carbonyl]amino]-3-iodopropanoate